5-((1S,5R)-1-(5-(4-aminobicyclo[2.2.2]octan-1-yl)-1,3,4-oxadiazol-2-yl)-5-(trifluoromethyl)-3-azabicyclo[3.1.0]hex-3-yl)quinoline-8-carbonitrile NC12CCC(CC1)(CC2)C2=NN=C(O2)[C@@]21CN(C[C@]1(C2)C(F)(F)F)C2=C1C=CC=NC1=C(C=C2)C#N